C(C)(C)N1C(=NN=C1)C1=CC=CC(=N1)N1C(N(CC1)C1=CC=CC=C1)=O 1-(6-(4-isopropyl-4H-1,2,4-triazol-3-yl)pyridin-2-yl)-3-phenylimidazolidin-2-one